CC1=CC=C(C=C1)S(=O)(=O)O.COC1=C(C=CC=C1C1=NN(C=N1)C([2H])([2H])[2H])NC1=CC(=NC=C1C(CC([2H])([2H])[2H])=O)NC(=O)C1CC1 N-(4-((2-methoxy-3-(1-(methyl-d3)-1H-1,2,4-triazol-3-yl)phenyl)amino)-5-(propanoyl-3,3,3-d3)pyridin-2-yl)cyclopropanecarboxamide, p-toluenesulfonic acid salt